(3,4-epoxycyclohexyl)ethyl-(methyl)dimethoxysilane C1(CC2C(CC1)O2)CC[Si](OC)(OC)C